(R)-2-(4,6,7-Trifluoro-1H-indole-2-carboxamido)-3-(trimethylsilyl)propanoic acid FC1=C2C=C(NC2=C(C(=C1)F)F)C(=O)N[C@H](C(=O)O)C[Si](C)(C)C